N-piperazinylamide N1(CCNCC1)[NH-]